1-(4'-heptyloxy-[1,1'-biphenyl]-4-yl)ethan-1-one C(CCCCCC)OC1=CC=C(C=C1)C1=CC=C(C=C1)C(C)=O